O(C1=CC=CC=C1)C1=CC=C(C=C1)CN (4-phenoxyphenyl)methylamine